3-bromo-2-(trifluoromethoxy)pyridine BrC=1C(=NC=CC1)OC(F)(F)F